4-(4-(aminomethyl)-phenyl)-7-methoxyphthalazin-1(2H)-one hydrochloride Cl.NCC1=CC=C(C=C1)C1=NNC(C2=CC(=CC=C12)OC)=O